N[C@@H]1CC(N(C1)C1=CC=C(C=C1)S(=O)(=O)N1CCN(CC1)C1=NC(=CC(=C1)C([C@H]1CNCCC1)(F)F)Cl)=O (4R)-4-amino-1-[4-[4-[6-chloro-4-[difluoro-[(3R)-3-piperidyl]methyl]-2-pyridyl]piperazin-1-yl]sulfonylphenyl]pyrrolidin-2-one